C(=C)C1SSC=C1 3-Vinyl-1,2-dithiole